Cl.CC(C(=O)NCC=1OC2=C(C1C)C=CC=C2)=C methyl-N-((3-methylbenzofuran-2-yl)methyl)acrylamide hydrochloride